(S)-3-(4-((difluoromethyl)sulfonamido)-3-(2-(4-fluorophenyl)-3-methoxypropyl)phenyl)-5-(pyrazin-2-ylamino)-1H-pyrazole-4-carboxamide FC(S(=O)(=O)NC1=C(C=C(C=C1)C1=NNC(=C1C(=O)N)NC1=NC=CN=C1)C[C@H](COC)C1=CC=C(C=C1)F)F